ethyl 2-(4-(tert-butyl)piperidin-1-yl)-4-methyl-6-oxo-1,6-dihydropyrimidine-5-carboxylate C(C)(C)(C)C1CCN(CC1)C=1NC(C(=C(N1)C)C(=O)OCC)=O